NC1=C(C=C(C=C1)C1=NN(C2=C1C(=NC=C2)NOCC2=C(C=C(C=C2)OC)OC)C2CC2)F 3-(4-amino-3-fluorophenyl)-1-cyclopropyl-N-(2,4-dimethoxybenzyloxy)-1H-pyrazolo[4,3-C]pyridin-4-amine